(3R)-3-amino-7-(5-tert-butyl-1,2,4-oxadiazol-3-yl)-5-[[4-(cyclopentoxy)phenyl]methyl]-8-fluoro-1,1-dioxo-2,3-dihydro-1λ6,5-benzothiazepin-4-one N[C@H]1CS(C2=C(N(C1=O)CC1=CC=C(C=C1)OC1CCCC1)C=C(C(=C2)F)C2=NOC(=N2)C(C)(C)C)(=O)=O